ethyl 2-benzyl-6-formyl-4-methyl-4H-pyrrolo[2,3-d]thiazole-5-carboxylate C(C1=CC=CC=C1)C=1SC2=C(N1)N(C(=C2C=O)C(=O)OCC)C